ClC=1C(=NC(=NC1)NC=1C=C(C=NC1)NC(=O)C1CCN(CC1)CC(=O)N1CCC(CC1)C1=CC=C(C=C1)NC1C(NC(CC1)=O)=O)C1=CC(=CC=C1)C1CC1 N-(5-((5-chloro-4-(3-cyclopropylphenyl)pyrimidin-2-yl)amino)pyridin-3-yl)-1-(2-(4-(4-((2,6-dioxopiperidin-3-yl)amino)phenyl)piperidin-1-yl)-2-oxoethyl)piperidine-4-carboxamide